iodophenylethane IC(C)C1=CC=CC=C1